C1(=CC=C(C=C1)C(\C=C\C(=O)C1=CC=C(C=C1)C)=O)C trans-1,4-di-p-tolylbut-2-ene-1,4-dione